2-(3,4-dichlorophenyl)-N-((2-(2,6-dioxopiperidin-3-yl)-1-oxoisoindolin-5-yl)methyl)-2,2-difluoroacetamide ClC=1C=C(C=CC1Cl)C(C(=O)NCC=1C=C2CN(C(C2=CC1)=O)C1C(NC(CC1)=O)=O)(F)F